CC1=NOC(=C1C=1C=C2C(=NC1)N(C=C2C2=C(C=C(C(=O)O)C=C2OC)O)[C@@H](C)C2=NC=CC=C2)C (S)-4-(5-(3,5-dimethylisoxazol-4-yl)-1-(1-(pyridin-2-yl)ethyl)-1H-pyrrolo[2,3-b]pyridin-3-yl)-3-hydroxy-5-methoxybenzoic acid